N1,N1,N3,N3-tetramethyl-propane-1,3-diamine CN(CCCN(C)C)C